N1=CC=C(C=C1)C=1N=C(C2=C(N1)C=NC=C2)N2CCC1(CCN(C1)CCC(=O)N)CC2 3-(8-(2-(pyridin-4-yl)pyrido[3,4-d]pyrimidin-4-yl)-2,8-diazaspiro[4.5]decan-2-yl)propanamide